ClC1=C(C=C(C=C1)NC(C1=C(C=NC=C1)N1CCC2(CC2)CC1)=O)C(=O)N1CC(CCC1)(F)F N-(4-chloro-3-(3,3-difluoropiperidine-1-carbonyl)phenyl)-3-(6-azaspiro[2.5]octan-6-yl)isonicotinamide